CC(C(=O)OC1=CC(=CC=C1)C1=NC(=CC=C1)NC(CC1=CC(=C(C=C1)OCC1=CC=CC=C1)OC)=O)C 3-(6-{2-[4-(benzyloxy)-3-methoxyphenyl]acetamido} pyridin-2-yl)phenyl 2-methylpropanoate